C(C)(C)(C)NC(C=C)=O.C(C=C)(=O)O acrylic acid-N-t-butyl-acrylamide